[O].C(C)(=O)CC(C)=O acetyl-acetone oxygen